(S)-[2-[(5-chlorothiazol-2-yl)carbamoyl]phenyl]-2-amino-3,3-dimethylbutanoate ClC1=CN=C(S1)NC(=O)C1=C(C=CC=C1)OC([C@H](C(C)(C)C)N)=O